COC=1C=CC=C2C(=NC=NC12)N[C@@H]1C[C@@H](CC1)C=O (1R,3S)-3-((8-methoxyquinazolin-4-yl)amino)cyclopentane-1-carbaldehyde